N1N=CC=2C1=NC=C(C2)C2=CC=C(C=C2)CCCNC(=O)C2=CN=C(S2)C N-(3-(4-(1H-pyrazolo[3,4-b]pyridin-5-yl)phenyl)propyl)-2-methylthiazole-5-carboxamide